2-(2,6-dioxopiperidin-3-yl)-5-(((trans-3-(4-(7-(4-methylpiperazin-1-yl)quinoxalin-2-yl)-1H-pyrazol-1-yl)cyclobutyl)methyl)amino)isoindoline-1,3-dione O=C1NC(CCC1N1C(C2=CC=C(C=C2C1=O)NC[C@@H]1C[C@H](C1)N1N=CC(=C1)C1=NC2=CC(=CC=C2N=C1)N1CCN(CC1)C)=O)=O